3-{3-[2-(2,6-dioxopiperidin-3-yl)-1,3-dioxoisoindol-5-yl]propoxy}propanoic acid O=C1NC(CCC1N1C(C2=CC=C(C=C2C1=O)CCCOCCC(=O)O)=O)=O